C(CCC)OC(C1=CC=CC=C1)=S Butylthiobenzoate